N-(4-(4-amino-7-methyl-5-(1H-pyrazol-4-yl)-7H-pyrrolo[2,3-d]pyrimidin-6-yl)phenyl)acrylamide NC=1C2=C(N=CN1)N(C(=C2C=2C=NNC2)C2=CC=C(C=C2)NC(C=C)=O)C